C(C)(C)(C)NC(CN1CCC(CC1)C=O)=O N-TERT-BUTYL-2-(4-FORMYLPIPERIDIN-1-YL)ACETAMIDE